(R)-5-(5-(1-(3,5-dichloropyridin-4-yl)ethoxy)-1H-indazol-3-yl)-2-methoxy-3-methylbenzonitrile ClC=1C=NC=C(C1[C@@H](C)OC=1C=C2C(=NNC2=CC1)C=1C=C(C(=C(C#N)C1)OC)C)Cl